BrC=1C(=NC=2CN(CCC2C1)CC1=NC2=C(N1C[C@H]1OCC1)C=C(C=C2)C(=O)OC)OCC2=C(C=C(C=C2)Cl)F methyl (S)-2-((3-bromo-2-((4-chloro-2-fluorobenzyl) oxy)-5,8-dihydro-1,7-naphthyridin-7(6H)-yl) methyl)-1-(oxetan-2-ylmethyl)-1H-benzo[d]imidazole-6-carboxylate